(4-fluorophenyl)methanone FC1=CC=C(C=C1)C=O